1-ethyl-3-ethyl-methylimidazolium bromide [Br-].C(C)N1C(=[N+](C=C1)CC)C